N-phenylacetyl-(R,S)-ortho-chlorophenylglycine C1(=CC=CC=C1)CC(=O)N[C@H](C1=C(C=CC=C1)Cl)C(=O)O